1-amino-8-naphthalenesulphonate NC1=CC=CC2=CC=CC(=C12)S(=O)(=O)[O-]